C(C)(C)(C)OC(N(C1(CC1)C=1C(=NC=CC1)NCC1=CC=C(C=C1)OC)CCO[Si](C)(C)C(C)(C)C)=O.NC=1C=C2C(=C(C(=NC2=CC1)C1=CC=CC=C1)C1=CC=CC=C1)NS(=O)(=O)C N-(6-amino-2,3-diphenylquinolin-4-yl)methanesulfonamide tert-butyl-(2-((tert-butyldimethylsilyl)oxy)ethyl)(1-(2-((4-methoxybenzyl)amino)pyridin-3-yl)cyclopropyl)carbamate